2-ethyltetradecyl 3,5-dihydroxyphenylacetate OC=1C=C(C=C(C1)O)CC(=O)OCC(CCCCCCCCCCCC)CC